N-dodecyl-N',N'-didecylurea C(CCCCCCCCCCC)NC(=O)N(CCCCCCCCCC)CCCCCCCCCC